hydroxypyrene-3,6,8-trisulphonic acid OC1=CC(=C2C=CC=3C(=CC(=C4C=CC1=C2C34)S(=O)(=O)O)S(=O)(=O)O)S(=O)(=O)O